ClC1=CC=C(C=C1)N1C(=C(C=C1)C1=CC=C(C=C1)OC)C=1OC=CC1C1=CC=C(C=C1)OC 1-(4-chlorophenyl)-3-(4-methoxyphenyl)-2-(3-(4-methoxyphenyl)furan-2-yl)-1H-pyrrole